S1C=NC2=C1C(=CC=C2)[C@@H](C=2N=NN(C2)C2(CC2)CO)NC=2C=C1C(=C(C=NC1=C(C2)Cl)C#N)NCC(C)(C)C (S)-6-((benzo[d]thiazol-7-yl(1-(1-(hydroxymethyl)cyclopropyl)-1H-1,2,3-triazol-4-yl)methyl)amino)-8-chloro-4-(neopentylamino)quinoline-3-carbonitrile